4'-Carboxy-4-carboxymethoxy-chalcone C(=O)(O)C1=CC=C(C(/C=C/C2=CC=C(C=C2)OCC(=O)O)=O)C=C1